6-chloro-3-(((R)-1-(2-cyano-3-(4-((S)-1-hydroxyethyl)piperidin-1-yl)-7-methylquinoxalin-5-yl)ethyl)amino)picolinic acid ClC1=CC=C(C(=N1)C(=O)O)N[C@H](C)C1=C2N=C(C(=NC2=CC(=C1)C)C#N)N1CCC(CC1)[C@H](C)O